(S)-3-(3-(4-hydroxy-1-methyl-2-oxo-1,2-dihydropyridin-3-yl)ureido)-3-(4-(2-methoxyphenoxy)phenyl)propanoic acid OC1=C(C(N(C=C1)C)=O)NC(N[C@@H](CC(=O)O)C1=CC=C(C=C1)OC1=C(C=CC=C1)OC)=O